2-(fluoromethyl)-2,6,6-trimethyl-tetrahydropyran-4-one FCC1(OC(CC(C1)=O)(C)C)C